6-(6-cyclopropyl-3-pyridyl)-N-methyl-pyrazin-2-amine C1(CC1)C1=CC=C(C=N1)C1=CN=CC(=N1)NC